5-(((1R,2R)-2-((1S)-1-hydroxy-2-propen-1-yl)cyclobutyl)methyl)-3',4,4',5-tetrahydro-2'H-spiro[1,5-benzoxazepine-3,1'-naphthalene]-7-carboxamide O[C@@H](C=C)[C@H]1[C@@H](CC1)CN1CC2(CCCC3=CC=CC=C23)COC2=C1C=C(C=C2)C(=O)N